The molecule is a pyrimidine ribonucleoside 3'-monophosphate having uracil as the nucleobase. It has a role as an Escherichia coli metabolite. It is a pyrimidine ribonucleoside 3'-monophosphate and a uridine phosphate. It is a conjugate acid of a 3'-UMP(2-). C1=CN(C(=O)NC1=O)[C@H]2[C@@H]([C@@H]([C@H](O2)CO)OP(=O)(O)O)O